O=C1N(C(C2=CC=CC=C12)=O)CCN(CCC1CN(C(O1)=O)C=1C=CC=2OCC(NC2N1)=O)CC1CC=2C=CC=C(C2C1)C#N 2-[[2-(1,3-dioxoisoindol-2-yl)ethyl-[2-[2-oxo-3-(3-oxo-4H-pyrido[3,2-b][1,4]oxazin-6-yl)-1,3-oxazolidin-5-yl]ethyl]amino]methyl]-2,3-dihydro-1H-indene-4-carbonitrile